tert-Butyl ((trans-4-(((6-(trifluoromethyl)pyridin-3-yl)oxy)methyl)cyclohexyl)methyl)carbamate FC(C1=CC=C(C=N1)OC[C@@H]1CC[C@H](CC1)CNC(OC(C)(C)C)=O)(F)F